6-(3-(2-aminopyridin-4-yl)-1,2,4-oxadiazol-5-yl)-2,2-diethylchroman-4-one NC1=NC=CC(=C1)C1=NOC(=N1)C=1C=C2C(CC(OC2=CC1)(CC)CC)=O